ClC=1C=C(C(=O)O)C=C(C1C1=CN(C2=NC=C(C=C21)C=2C(=NOC2CC)C)C=2C=NC(=CC2)C2CC2)OC(F)(F)F 3-chloro-4-(1-(6-cyclopropylpyridin-3-yl)-5-(5-ethyl-3-methylisoxazol-4-yl)-1H-pyrrolo[2,3-b]pyridin-3-yl)-5-(trifluoromethoxy)benzoic acid